NC1=NC(=C(C(=N1)Cl)C#N)C=1OC=CC1 2-amino-4-chloro-6-(2-furyl)pyrimidine-5-carbonitrile